(1S,3S)-1-(4-(((3R,5R,7R)-adamantan-1-yl)amino)phenyl)-2-benzyl-3-butyl-1,2,3,4-tetrahydroisoquinolin-6-ol C12(CC3CC(CC(C1)C3)C2)NC2=CC=C(C=C2)[C@@H]2N([C@H](CC3=CC(=CC=C23)O)CCCC)CC2=CC=CC=C2